C(C)(C)(C)OC(=O)NC1CCC(CC1)CC(=O)O 2-(4-((tert-butoxycarbonyl)amino)cyclohexyl)acetic acid